(E)-7-(2-(4,4-difluorocyclohexyl)vinyl)-2,3-dihydrobenzofuran-5-amine FC1(CCC(CC1)/C=C/C1=CC(=CC=2CCOC21)N)F